N-(3-amino-3-iminopropyl)-4-(4-benzimidamido-1-methyl-1H-pyrrole-2-carboxamido)-1-methyl-1H-pyrrole-2-carboxamide NC(CCNC(=O)C=1N(C=C(C1)NC(=O)C=1N(C=C(C1)NC(C1=CC=CC=C1)=N)C)C)=N